(7-fluoro-10-methoxy-9-nitro-5,6-dihydrobenzo[d]thieno[3,4-b]oxepin-3-yl)(4-(methylsulfonyl)piperazin-1-yl)methanone FC1=CC(=C(C=2C=3C(OCCC21)=C(SC3)C(=O)N3CCN(CC3)S(=O)(=O)C)OC)[N+](=O)[O-]